C(C)(C)(C)OC(=O)N1CC2=CC=NC=C2CC1 3,4-dihydro-2,6-naphthyridine-2(1H)-carboxylic acid tert-butyl ester